CC(CCCC=1SC=C(N1)C(=O)N)C 4-methylpentylthiazole-4-carboxamide